tert-butyl (((1S,4S)-4-((2-(2,6-dioxopiperidin-3-yl)-1-oxoisoindolin-4-yl)amino)cyclohexyl)methyl)carbamate O=C1NC(CCC1N1C(C2=CC=CC(=C2C1)NC1CCC(CC1)CNC(OC(C)(C)C)=O)=O)=O